indazol-4-one N1=NC=C2C(C=CC=C12)=O